2-(2-bromo-4-methoxy-1H-indol-3-yl)-N,N-dimethylethan-1-amine BrC=1NC2=CC=CC(=C2C1CCN(C)C)OC